4-(4-((trifluoromethyl)thio)phenoxy)phenylurea FC(SC1=CC=C(OC2=CC=C(C=C2)NC(=O)N)C=C1)(F)F